4-[1H-1,2,4-triazole-1-ylmethyl]aniline N1(N=CN=C1)CC1=CC=C(N)C=C1